5-chloro-N-(1-isopropyl-3-(trifluoromethyl)-1H-pyrazol-4-yl)-7-methyl-7H-pyrrolo[2,3-d]pyrimidin-2-amine ClC1=CN(C=2N=C(N=CC21)NC=2C(=NN(C2)C(C)C)C(F)(F)F)C